FC=1C=CC(=C(CNC(C2=C(N=CC=C2)OC)=O)C1)OCC(F)(F)F N-(5-fluoro-2-(2,2,2-trifluoroethoxy)benzyl)-2-methoxynicotinamide